5-iodo-2-[4-(trifluoromethoxy)phenyl]pyrazole-3-carbonitrile IC=1C=C(N(N1)C1=CC=C(C=C1)OC(F)(F)F)C#N